FC1=C(C=CC=C1)NC([O-])=O 2-fluorophenylcarbamate